ClC1=C(OC2=NC=C(C=C2C(=O)NC2=CC=C(C=C2)S(=O)(=O)C)C(F)(F)F)C=CC(=C1)OC(F)(F)F 2-[2-chloro-4-(trifluoromethoxy)-phenoxy]-N-(4-methylsulfonyl-phenyl)-5-(trifluoro-methyl)pyridine-3-carboxamide